O[C@H](C)C1=CC2=C(N=C(N=C2)NC2=NC=3CCN(CC3C=C2)C(=O)[C@@H]2NCCCC2)C(=N1)N1CCCCC1 [2-[[6-[(1R)-1-hydroxyethyl]-8-piperidin-1-ylpyridino[3,4-d]pyrimidin-2-yl]amino]-7,8-dihydro-5H-1,6-naphthyridin-6-yl]-[(2R)-piperidin-2-yl]methanone